1-(4-bromophenyl)-6-(4-nitrophenyl)-1H-benzo[d]imidazole BrC1=CC=C(C=C1)N1C=NC2=C1C=C(C=C2)C2=CC=C(C=C2)[N+](=O)[O-]